ClC=1N=C(C2=C(N1)N(N=N2)[C@H]2[C@@H]([C@@H]([C@H](O2)CO[P@](=O)(OC2=CC=CC=C2)CP(O)(O)=O)O)O)NCC2=C(C=CC=C2)Cl (((S)-(((2R,3S,4R,5R)-5-(5-chloro-7-((2-chlorobenzyl)amino)-3H-[1,2,3]triazolo[4,5-d]pyrimidin-3-yl)-3,4-dihydroxytetrahydrofuran-2-yl)methoxy)(phenoxy)phosphoryl)methyl)phosphonic acid